ClC=1C=C2C=C(NC2=CC1C=1N=CSC1)CNC(C)=O N-{[5-chloro-6-(1,3-thiazol-4-yl)-2-indolyl]methyl}acetamide